2-(piperazin-1-yl)pyrimidine-5-carboxamide hydrochloride Cl.N1(CCNCC1)C1=NC=C(C=N1)C(=O)N